1,3-dihydroxy-2-propanone-oxime OCC(CO)=NO